7-bromo-1-methyl-1H-benzo[d]Imidazole BrC1=CC=CC2=C1N(C=N2)C